C(C)(=O)OC1=C2C(=CN(C2=CC=C1)C(=O)OC(C)(C)C)CC(=O)N(C)C tert-Butyl 4-acetoxy-3-(2-(dimethylamino)-2-oxoethyl)-1H-indole-1-carboxylate